6-((3ar,6as)-hexahydrocyclopenta[c]pyrrol-2(1H)-yl)pyridin-3-amine C1N(C[C@H]2[C@@H]1CCC2)C2=CC=C(C=N2)N